N[C@H](C(=O)O)[C@@H](C=1NC=CN1)O (2S,3S)-2-amino-3-hydroxy-3-(1H-imidazol-2-yl)propanoic acid